5-(6-(1H-imidazol-1-yl)picolinamido)picolinic acid methyl ester COC(C1=NC=C(C=C1)NC(C1=NC(=CC=C1)N1C=NC=C1)=O)=O